(2,6-diisopropylphenoxy)-titanium dichloride [Cl-].[Cl-].C(C)(C)C1=C(O[Ti+2])C(=CC=C1)C(C)C